dimethoxybenzamide COC1=CC=CC(=C1OC)C(=O)N